BrC=1C=C(C=CC1)/C(=C\C1=CC(=CC=C1)Br)/C1=C(C=CC=C1)C1=C(C=CC=C1)P(C1=CC=CC=C1)C1=CC=CC=C1 (E)-(2'-(1,2-bis(3-bromophenyl)vinyl)-[1,1'-biphenyl]-2-yl)diphenylphosphine